CC1=C(C=CC=2C3=CC=CC=C3C(=CC12)O)O 1-methyl-phenanthrene-2,9-diol